2-(cyanomethyl)-3-[1-(triphenylmethyl)-1H-imidazol-4-yl]cyclopropane-1-carboxylic acid methyl ester COC(=O)C1C(C1C=1N=CN(C1)C(C1=CC=CC=C1)(C1=CC=CC=C1)C1=CC=CC=C1)CC#N